COC=1C=CC2=C(C1)C1=C([C@H]3[C@H]4N(CC1)C([C@H](C4)C3)=O)O2 (2S,12R,12aS)-8-methoxy-1,2,5,6,12,12a-hexahydro-3H-2,12-methanobenzofuro[2,3-d]pyrrolo[1,2-a]azepin-3-one